2,2-dimethyl-1-(5-(oxazol-4-yl)-4,5-dihydro-1H-pyrazol-1-yl)propan-1-one CC(C(=O)N1N=CCC1C=1N=COC1)(C)C